C1(CC1)OC=1C(=CC2=CNN=C2C1)I 6-cyclopropoxy-5-iodo-2H-indazole